N-(2-Oxo-2-(2,5-dichlorophenyl)ethyl)chloroacetamide O=C(CNC(CCl)=O)C1=C(C=CC(=C1)Cl)Cl